(E)-3-(1-((4-chlorophenyl)sulfonyl)-1H-indol-3-yl)-1-phenylprop-2-en-1-one ClC1=CC=C(C=C1)S(=O)(=O)N1C=C(C2=CC=CC=C12)/C=C/C(=O)C1=CC=CC=C1